COC1=CC=C(CN2N=C(C(N(C2=O)CC2=CC=C(C=C2)OC)=O)C(F)(F)F)C=C1 2,4-bis(4-methoxybenzyl)-6-(trifluoromethyl)-1,2,4-triazine-3,5(2H,4H)-dione